C1(CCCCC1)COC1=C(C=C(C=C1)C)B(O)O [2-(CYCLOHEXYLMETHOXY)-5-METHYLPHENYL]BORANEDIOL